4-[4-(tert-butoxycarbonyl)piperazin-1-yl]Benzoic acid C(C)(C)(C)OC(=O)N1CCN(CC1)C1=CC=C(C(=O)O)C=C1